O1CCN(CC1)C1CCN(CC1)C1=CC=C(C=N1)N 6-(4-Morpholinopiperidin-1-yl)pyridin-3-amine